tetrathiuram disulfide CN(C)C(=S)SSC(=S)N(C)C